5-(6-(4,4-difluoropiperidine-1-carbonyl)-1H-indazol-3-yl)isoindolin-1-one FC1(CCN(CC1)C(=O)C1=CC=C2C(=NNC2=C1)C=1C=C2CNC(C2=CC1)=O)F